BrC1=CC(=C(C=C1F)C(C(C)C)=O)O 1-(4-bromo-5-fluoro-2-hydroxyphenyl)-2-methylpropan-1-one